CC12CC3(CC(CC(C1)(C3)C)C2)C(C)=O 1-(3,5-dimethyl-1-adamantyl)ethanone